methyl 5-(5-{[5-(2-amino-6-bromo-1,3-benzodiazol-1-yl) hexyl] oxy}-1-methylpyrazol-4-yl)-1-methyl-6-oxopyridine-3-carboxylate NC1=NC2=C(N1C(CCCCOC1=C(C=NN1C)C1=CC(=CN(C1=O)C)C(=O)OC)C)C=C(C=C2)Br